N-Nitrosoamin N(=O)N